NC1=NN(C2=C(C=CC(=C12)Cl)C=1C(=NC(=CC1)C#CC(C)(S(=O)(=O)C)C)[C@H](CC1=CC(=CC(=C1)F)F)NC(OC(C)(C)C)=O)CC(F)F tert-butyl (S)-(1-(3-(3-amino-4-chloro-1-(2,2-difluoroethyl)-1H-indazol-7-yl)-6-(3-methyl-3-(methylsulfonyl)but-1-yn-1-yl)pyridin-2-yl)-2-(3,5-difluorophenyl)ethyl)carbamate